C(CCC)OCC1CC(C(C2=CC=C(C=C12)C(F)(F)F)=O)(F)F 4-(butoxymethyl)-2,2-difluoro-6-(trifluoromethyl)-3,4-dihydro-1-naphthalenone